FC1=CC=C(C=C1)CNC(=O)C=1C(=NC(=CC1C)N1CCOCC1)C(C)C N-[(4-Fluorophenyl)-methyl]-2-isopropyl-4-methyl-6-morpholin-4-yl-pyridine-3-carboxylic acid amide